(1,1-dimethylsilepan-4-yl)-2-(3-pyridyl)-4H-pyrrolo[2,3-d]thiazole-5-carboxamide C[Si]1(CCC(CCC1)N1C(=CC2=C1N=C(S2)C=2C=NC=CC2)C(=O)N)C